3-[4-[4-(benzo[b]thiophen-4-yl)piperazin-1-yl]butoxy]aniline S1C2=C(C=C1)C(=CC=C2)N2CCN(CC2)CCCCOC=2C=C(N)C=CC2